tetrahydrothiophen-3,4-diol S1CC(C(C1)O)O